C(C)(C)(C)[Si](OCC1=NNC(=C1)C)(C)C tert-butyl-dimethyl-[(5-methyl-1H-pyrazol-3-yl)methoxy]silane